O1CC(C1)C(C1COC1)[SiH](OC(C)=O)CC di(oxetan-3-yl)methyl-ethyl-acetoxysilane